4-[4-[7-Fluoro-3-oxo-2-[(1RS)-1-(6,7-dihydro-5H-pyrrolo[1,2-c]imidazol-1-yl)-2-oxo-2-(thiazol-2-ylamino)ethyl]isoindolin-5-yl]phenyl]piperazine-1-carboxylic acid tert-butyl ester C(C)(C)(C)OC(=O)N1CCN(CC1)C1=CC=C(C=C1)C=1C=C2C(N(CC2=C(C1)F)[C@@H](C(NC=1SC=CN1)=O)C1=C2N(C=N1)CCC2)=O |r|